C(#N)CC1N(CCN(C1)C=1C2=C(N=C(N1)OC[C@H]1N(CCC1)C)CN(CC2)C2=CN=CC1=CC=CC=C21)C(=O)OC(C)(C)C tert-butyl 2-(cyanomethyl)-4-[7-(4-isoquinolyl)-2-[[(2S)-1-methylpyrrolidin-2-yl]methoxy]-6,8-dihydro-5H-pyrido[3,4-d]pyrimidin-4-yl]piperazine-1-carboxylate